1-(2-ethylhexyl)biguanide C(C)C(CNC(=N)NC(=N)N)CCCC